ClC1=CC(=NC=C1C(OC)OC)C(=O)O 4-chloro-5-(dimethoxymethyl)o-picolinic acid